1-heptyldecyl 8-[3-[2-[2-[2-(2-hydroxyethoxy)ethoxy]ethoxy]ethoxy]-2-[8-(1-octyl nonoxy)-8-oxo-octoxy]propoxy]octanoate OCCOCCOCCOCCOCC(COCCCCCCCC(=O)OC(CCCCCCCCC)CCCCCCC)OCCCCCCCC(=O)OC(CCCCCCCC)CCCCCCCC